C1CO1 1,2-Epoxyethan